N-propyl-propane-1,3-diamine C(CC)NCCCN